Cl.BrC=1C=C(C(=O)C2=CC3=C(C=N2)CNC3)C=CC1 6-(3-bromobenzoyl)-1H,2H,3H-pyrrolo[3,4-c]pyridine HCl salt